BrC=1C=C2C=NN(C2=CC1OCOC)C 5-bromo-6-(methoxymethyloxy)-1-methyl-1H-indazole